C(#N)C1=C(C(=C(C(=C1N1C2=CC=CC=C2C=2C=C(C=CC12)C#N)C1=CC(=NC(=C1)C1=CC=CC=C1)C1=CC=CC=C1)N1C2=CC=CC=C2C=2C=C(C=CC12)C#N)N1C2=CC=CC=C2C=2C=C(C=CC12)C#N)N1C2=CC=CC=C2C=2C=C(C=CC12)C#N 9,9',9'',9'''-(4-cyano-6-(2,6-diphenylpyridin-4-yl)benzene-1,2,3,5-tetrayl)tetrakis(9H-carbazole-3-carbonitrile)